FC(C(C(C(C(C(C(F)(F)F)(F)F)(F)F)(F)F)(F)F)(F)F)(S(=O)(=O)O)F perfluoron-heptanesulfonic acid